ClC1=C(C=C(C=C1)S(=O)(=O)CC)B(O)O 2-CHLORO-5-(ETHYLSULFONYL)PHENYLBORONIC ACID